C(C)(=O)NC1=CC=C(C=C1)C#CC1=C2C=C(N=CC2=C(N=C1)NC)NC(=O)C1CC1 N-(5-((4-acetamidophenyl)ethynyl)-8-(methylamino)-2,7-naphthyridin-3-yl)cyclopropanecarboxamide